C(C)(C)C1=CC=C(C=C1)C(C[Se]C1=CC=CC=C1)=O 1-(4-isopropylphenyl)-2-(phenylseleno)ethan-1-one